N-(4-fluorophenyl)-2-(3-methyl-5-(trifluoromethyl)-1H-pyrazol-1-yl)thiazole-4-carboxamide FC1=CC=C(C=C1)NC(=O)C=1N=C(SC1)N1N=C(C=C1C(F)(F)F)C